4-chloro-2-methylphenoxybutyrate ClC1=CC(=C(OC(C(=O)[O-])CC)C=C1)C